OC1=C(C=CC2=C1CCO2)C2=C(N=C(N=N2)NC2CN(CCC2)CCCC#N)C 4-[3-[[6-(4-Hydroxy-2,3-dihydrobenzofuran-5-yl)-5-methyl-1,2,4-triazin-3-yl]amino]-1-piperidyl]butanenitrile